C(#N)C1=CC(=C(C(=C1)F)B(O)O)F 4-CYANO-2,6-DIFLUOROPHENYLBORONIC ACID